N-[(1-{4-[(6-chloro-3-pyridinyl)oxy]benzyl}-4-hydroxy-2-oxo-1,2,5,6-tetrahydro-3-pyridinyl)carbonyl]glycine ClC1=CC=C(C=N1)OC1=CC=C(CN2C(C(=C(CC2)O)C(=O)NCC(=O)O)=O)C=C1